diisobutyl 2,3-pyrazine-dicarboxylate N1=C(C(=NC=C1)C(=O)OCC(C)C)C(=O)OCC(C)C